2,2'-(2-Nitro-p-phenylene)bis(3,1-benzoxazine-4-one) [N+](=O)([O-])C1=C(C=CC(=C1)C1=NC2=C(C(O1)=O)C=CC=C2)C2=NC1=C(C(O2)=O)C=CC=C1